methyl 2-[[3-oxo-8-(2-pyridyl)-1H-benzo[e]isoindol-2-yl]methyl]prop-2-enoate O=C1N(CC=2C3=C(C=CC12)C=CC(=C3)C3=NC=CC=C3)CC(C(=O)OC)=C